(1S,3R)-3-(3-{[(4-methoxyphenyl)acetyl]amino}-1H-pyrazol-5-yl)cyclopentyl tetrahydro-2H-pyran-4-ylcarbamate O1CCC(CC1)NC(O[C@@H]1C[C@@H](CC1)C1=CC(=NN1)NC(CC1=CC=C(C=C1)OC)=O)=O